ClC1=C(C=C(C=C1)[C@@H]1N(C(OC1)(C)C)C(=O)OC(C)(C)C)N1N=NN=C1 tert-butyl (S)-4-(4-chloro-3-(1H-tetrazol-1-yl)phenyl)-2,2-dimethyloxazolidine-3-carboxylate